C(#N)C(NC(=O)C1NCC2(CC(C2)(F)F)C1)C1=CN=CC2=CC=CC(=C12)C#C N-[cyano-(5-ethynyl-4-isoquinolyl)methyl]-2,2-difluoro-6-azaspiro[3.4]octane-7-carboxamide